FC=1C(=C(C=CC1F)[C@@H]1[C@@H](O[C@@]([C@@H]1C)(C(F)(F)F)C)C(=O)NC1=NC=CC(=C1)C(=O)N)OC 2-[[(2R,3R,4R,5S)-3-(3,4-Difluoro-2-methoxy-phenyl)-4,5-dimethyl-5-(trifluoromethyl)tetrahydrofuran-2-carbonyl]amino]pyridin-4-carboxamid